ethyl (3R,4R)-1-(4-(7H-pyrrolo[2,3-d]pyrimidin-4-yl)-3,4-dihydro-2H-1,4-thiazine-6-carbonyl)-3-((((9H-fluoren-9-yl)methoxy)carbonyl)amino)piperidine-4-carboxylate N1=CN=C(C2=C1NC=C2)N2CCSC(=C2)C(=O)N2C[C@@H]([C@@H](CC2)C(=O)OCC)NC(=O)OCC2C1=CC=CC=C1C=1C=CC=CC21